3-[4-amino-3-[2-(methylcarbamoyl)-1H-indol-6-yl]pyrazolo[3,4-d]pyrimidin-1-yl]azetidine-1-carboxylic acid tert-butyl ester C(C)(C)(C)OC(=O)N1CC(C1)N1N=C(C=2C1=NC=NC2N)C2=CC=C1C=C(NC1=C2)C(NC)=O